C1(=CC=CC=C1)P(CC1=CC(=C(C=C1)F)F)(C1=CC=CC=C1)=O diphenyl-(3,4-difluoro-benzyl)phosphine oxide